CC1=CSC(=N1)NC(=O)C N-(4-methylthiazol-2-yl)acetamide